(3R)-3-[4-[4-(hydroxymethyl)-1-piperidyl]indolin-1-yl]piperidine-2,6-dione OCC1CCN(CC1)C1=C2CCN(C2=CC=C1)[C@H]1C(NC(CC1)=O)=O